ClC1=CC2=C(N(C(C(N2C)=O)=O)C2CCN(CC2)C2=NC=C(C=N2)CN(C(C)=O)C)N=C1 N-((2-(4-(7-chloro-1-methyl-2,3-dioxo-2,3-dihydropyrido[2,3-b]pyrazine-4(1H)-yl)piperidin-1-yl)pyrimidin-5-yl)methyl)-N-methylacetamide